N[C@H](CC1=C(C=2N=C(N=C(C2S1)NCC=1SC=CC1)Cl)C1=CC=CC=C1)C 6-[(2S)-2-aminopropyl]-2-chloro-7-phenyl-N-[(thiophen-2-yl)methyl]thieno[3,2-d]pyrimidin-4-amine